CCCCCCCCC(CCC(CCCCCCCC)O)O eicosane-9,12-diol